3-(((tert-butyldimethylsilyl)oxy)methyl)-4-(4,4,5,5-tetramethyl-1,3,2-dioxaborolan-2-yl)pyridine [Si](C)(C)(C(C)(C)C)OCC=1C=NC=CC1B1OC(C(O1)(C)C)(C)C